C(CC)N1CNC=C1 1-propyl-2,3-dihydroimidazole